2-(1-methyl-1H-pyrazol-4-yl)-1-((2-(trimethylsilyl)ethoxy)methyl)-1H-pyrrolo[2,3-b]pyridine-5-carboxylic acid CN1N=CC(=C1)C1=CC=2C(=NC=C(C2)C(=O)O)N1COCC[Si](C)(C)C